7-chloro-2-methylAzolo[4,5-d]Pyrimidine ClC=1C=NC=2C1NC(=NC2)C